1,4-bis(diisopropyl-phosphino)butane C(C)(C)P(CCCCP(C(C)C)C(C)C)C(C)C